methylenepyridinium C=[N+]1CC=CC=C1